2,3-dihydroxy-2-methylpropionic acid OC(C(=O)O)(CO)C